1-(trans-5-(3-(pyrrolidin-1-yl)phenoxy)octa-hydrocyclopenta[c]pyrrole-2-carbonyl)-1H-pyrazole-3-carboxylic acid N1(CCCC1)C=1C=C(OC2CC3C(CN(C3)C(=O)N3N=C(C=C3)C(=O)O)C2)C=CC1